NC1=CC=CC(=N1)S(=O)(=O)NC(=O)C=1C(=NC(=CC1)C(C(C)C)C)OC1=C(C=C(C=C1C)C)C N-[(6-Amino-2-pyridyl)sulfonyl]-6-(1,2-dimethylpropyl)-2-(2,4,6-trimethylphenoxy)pyridin-3-carboxamid